PHENYL-BUTAN-2-OL C1(=CC=CC=C1)CC(CC)O